(difluoromethyl)-N-(3-(1,4-dimethyl-1H-imidazol-5-yl)-1,2,4-thiadiazol-5-yl)-3-fluoro-5''-methoxy-2-oxo-2H-[1,2':4',4''-terpyridin]-5'-carboxamide FC(F)C1=C(C(N(C=C1)C1=NC=C(C(=C1)C1=CC=NC=C1OC)C(=O)NC1=NC(=NS1)C1=C(N=CN1C)C)=O)F